C(#N)C(CN1C(C2=CC=CC(=C2C1)C=1C=C(C=CC1)NS(=O)(=O)C)=O)=C N-{3-[2-(2-cyano-2-methylideneethyl)-1-oxo-2,3-dihydro-1H-isoindol-4-yl]phenyl}methanesulfonamide